C(C)OC(=O)C=1NC=C(C1C#CC1=CC=C(C=C1)C(C)=O)C(=O)OCC 3-((4-Acetylphenyl)ethynyl)-1H-pyrrole-2,4-dicarboxylic acid diethyl ester